methyl 4-amino-5-bromo-2-methylbenzoate NC1=CC(=C(C(=O)OC)C=C1Br)C